C[C@@H]1CN(C[C@@H](O1)C)C(=O)C1=NOC(=C1C#N)C1=C(C(=C(C(=C1)F)F)O)F 3-((2r,6s)-2,6-dimethylmorpholine-4-carbonyl)-5-(2,4,5-trifluoro-3-hydroxyphenyl)isoxazole-4-carbonitrile